4-((2,5-Dihydroxy-4-carboxyphenyl)methylthiomethyl)-2,5-dihydroxybenzoic acid OC1=C(C=C(C(=C1)C(=O)O)O)CSCC1=CC(=C(C(=O)O)C=C1O)O